ClC1=C(C=C2C(C(=CN(C2=N1)C1CC1)CN(CC1=CC(=NC=C1)C)[C@@H]1CN(CCC1)C=1C=NC(=CC1)C)=O)F 7-chloro-1-cyclopropyl-6-fluoro-3-({[(3S)-1-(6-methylpyridin-3-yl)piperidin-3-yl][(2-methylpyridin-4-yl)methyl]amino}methyl)-1,4-dihydro-1,8-naphthyridin-4-one